8-[(1R)-1-Aminoethyl]-6-methyl-2-(1-methylpyrazol-4-yl)chromen-4-one N[C@H](C)C=1C=C(C=C2C(C=C(OC12)C=1C=NN(C1)C)=O)C